C(C)(=O)C1=C(C=C(C=C1)Cl)C=1C(=NN(C(C1)=O)C(C(=O)NC1=CC=C(C(=O)O)C=C1)CC1=CC=C(C=C1)C)OC 4-(2-(4-(2-acetyl-5-chlorophenyl)-3-methoxy-6-oxopyridazin-1(6H)-yl)-3-(p-tolyl)propionamido)benzoic acid